C1(CC1)N1C(NC=2C=NC=CC21)=O 1-cyclopropyl-1,3-dihydroimidazo[4,5-C]pyridin-2-one